O1C[C@H](CC1)OS(=O)(=O)C (S)-methanesulfonic acid tetrahydrofuran-3-yl ester